[2-[4-fluoro-2-(2-methyl-5-pyridin-2-ylpyrazol-3-yl)oxyphenyl]pyrimidin-5-yl]methanamine FC1=CC(=C(C=C1)C1=NC=C(C=N1)CN)OC=1N(N=C(C1)C1=NC=CC=C1)C